CC1(OC=2C=C(C=C(C2C2=C1C=CC(=C2)O)O)C(C)(CCCCCC)C)C 6,6-Dimethyl-3-(2-methyloctan-2-yl)benzo[c]chromene-1,9-diol